5-(4-((1-(2-(2-(Benzyloxy)-4,6-dihydroxy-3-methylbenzoyl)isoindoline-5-carbonyl)piperidin-4-yl)methyl)piperazin-1-yl)-2-(2,6-dioxopiperidin-3-yl)-6-fluoroisoindoline-1,3-dione C(C1=CC=CC=C1)OC1=C(C(=O)N2CC3=CC=C(C=C3C2)C(=O)N2CCC(CC2)CN2CCN(CC2)C=2C=C3C(N(C(C3=CC2F)=O)C2C(NC(CC2)=O)=O)=O)C(=CC(=C1C)O)O